dimethoxyphosphonoacetic acid ethyl ester C(C)OC(CP(=O)(OOC)OOC)=O